F[C@H]1CN(CC[C@H]1NC1=CC=CC=2N1N=C(C2CC(F)(F)F)C#CCNC(C2=CC(=CC=C2)C(C)(C)O)=O)C N-[3-(7-{[(3S,4R)-3-fluoro-1-methylpiperidin-4-yl]amino}-3-(2,2,2-trifluoroethyl)pyrazolo[1,5-a]pyridin-2-yl)prop-2-yn-1-yl]-3-(2-hydroxyprop-2-yl)benzamide